4-methyl-pyrimidin CC1=NC=NC=C1